N=1C=C(N2C1C=CC=C2)C2=NC(=NC=C2C)NC2=CC=C(C=N2)N2CCN(CC2)C(C)=O 1-(4-(6-((4-(Imidazo[1,2-a]pyridin-3-yl)-5-methylpyrimidin-2-yl)amino)pyridin-3-yl)piperazin-1-yl)ethan-1-one